NC=1C2=C(N=CN1)N(C=C2C#CC=2C=C(C(=O)NC1=CC(=C(C=C1)CN1CCN(CC1)C)C(F)(F)F)C=CC2C)C2CCC(CC2)=O 3-((4-amino-7-(4-oxocyclohexyl)-7H-pyrrolo[2,3-d]pyrimidin-5-yl)ethynyl)-4-methyl-N-(4-((4-methylpiperazin-1-yl)methyl)-3-(trifluoromethyl)phenyl)benzamide